BrC=1C=C2C=CN=C(C2=C(C1)C(F)(F)F)O 6-bromo-8-(trifluoromethyl)isoquinolin-1-ol